8-(4-(3,5-difluorophenyl)piperazine-1-carbonyl)-1,3-diazaspiro[4.5]decane-2,4-dione FC=1C=C(C=C(C1)F)N1CCN(CC1)C(=O)C1CCC2(C(NC(N2)=O)=O)CC1